methyl indenoate C1(C=CC2=CC=CC=C12)C(=O)OC